7-Benzyl-8-bromo-6-(3,4,5-trimethoxyphenyl)-5,7-dihydro-4H-[1,3]thiazolo[4,5-e]isoindol-2-amine C(C1=CC=CC=C1)N1C(=C2CCC3=C(C2=C1Br)N=C(S3)N)C3=CC(=C(C(=C3)OC)OC)OC